N-(2-(3-oxa-8-azabicyclo[3.2.1]oct-8-yl)pyrimidin-4-yl)-3-(3-fluoro-4-methoxyphenyl)isoxazol-5-amine C12COCC(CC1)N2C2=NC=CC(=N2)NC2=CC(=NO2)C2=CC(=C(C=C2)OC)F